methyl 4-[{[(4-{[(2S)-2-({(2S)-2-[(tert-butoxycarbonyl)amino]-3-methylbutanoyl}amino)propanoyl]amino}benzyl)oxy]carbonyl}(methyl)amino]butanoate C(C)(C)(C)OC(=O)N[C@H](C(=O)N[C@H](C(=O)NC1=CC=C(COC(=O)N(CCCC(=O)OC)C)C=C1)C)C(C)C